3-(4-chloro-3-(3-methyl-2,4-dioxotetrahydropyrimidin-1(2H)-yl)benzoyl)-3-azaspiro[5.5]undecane-9-carbaldehyde ClC1=C(C=C(C(=O)N2CCC3(CC2)CCC(CC3)C=O)C=C1)N1C(N(C(CC1)=O)C)=O